C(C)(C)(C)OC(=O)N1CC=C(CC1)C1=CC=C2C=CNC2=C1 4-(1H-indol-6-yl)-5,6-dihydropyridine-1(2H)-carboxylic acid tert-butyl ester